O=C1NC(CCC1C1=CC=C(C=N1)N1CCC(CC1)C(=O)N1CCC(CC1)C(=O)OC(C)(C)C)=O tert-butyl 1-(1-(6-(2,6-dioxopiperidin-3-yl)pyridin-3-yl)piperidine-4-carbonyl)piperidine-4-carboxylate